FC1([C@](CN(CC1)C)(C)CO)F (S)-(4,4-difluoro-1,3-dimethylpiperidin-3-yl)methanol